(3-(3-isopropyl-2-(8-methoxy-[1,2,4]triazolo[1,5-a]pyridin-6-yl)-1H-indol-5-yl)piperidin-1-yl)(1-methylpiperidin-4-yl)methanone C(C)(C)C1=C(NC2=CC=C(C=C12)C1CN(CCC1)C(=O)C1CCN(CC1)C)C=1C=C(C=2N(C1)N=CN2)OC